undecanol linoleate C(CCCCCCC\C=C/C\C=C/CCCCC)(=O)OCCCCCCCCCCC